8-azabicyclo[3.2.1]Octan-3-one hydrochloride Cl.C12CC(CC(CC1)N2)=O